2-((4-(4-((4-(4-((2,6-dioxopiperidin-3-yl)oxy)phenyl)piperidin-1-yl)methyl)piperidin-1-yl)phenyl)amino)pyrimidin O=C1NC(CCC1OC1=CC=C(C=C1)C1CCN(CC1)CC1CCN(CC1)C1=CC=C(C=C1)NC1=NC=CC=N1)=O